(2R)-N-(6-((S)-1-cyanospiro[2.2]pentan-1-yl)isoquinolin-3-yl)-4-methylmorpholine-2-carboxamide C(#N)[C@]1(CC12CC2)C=2C=C1C=C(N=CC1=CC2)NC(=O)[C@H]2CN(CCO2)C